Silicon Aluminum Oxygen Nitrogen [N].[O].[Al].[Si]